methyl 2-(5-oxotetrahydrofuran-3-yl)acetate O=C1CC(CO1)CC(=O)OC